[SiH2](N)N Silanediamine